5S,18R-dihydroxy-6E,8Z,11Z,14Z,16E-eicosapentaenoic acid CC[C@H](/C=C/C=C\C/C=C\C/C=C\C=C\[C@H](CCCC(=O)O)O)O